O=C1CC=NC2=NC=CC=C12 4-OXO-1,8-NAPHThYRIDINE